4-chloro-5-[4-(2,6-dichloro-benzenesulfonyl)-[1,4]diazepan-1-yl]-benzofuran-2-carboxylic acid ClC1=C(C=CC2=C1C=C(O2)C(=O)O)N2CCN(CCC2)S(=O)(=O)C2=C(C=CC=C2Cl)Cl